CS(=O)(=O)OCC=1C=NC2=CC(=C(N=C2C1)OC)SC(F)F (7-((difluoromethyl)thio)-6-methoxy-1,5-naphthyridin-3-yl)methyl methanesulfonate